trimethyl-1,3-diazabicyclo[4.3.0]nonane CN1C(N2CCCC2CC1)(C)C